C(C1=CC=CC=C1)OC(=O)N(C1CN(C1)C=1C=CC(=C(C(=O)OC)C1)C)C methyl 5-[3-[benzyloxycarbonyl(methyl)amino]azetidin-1-yl]-2-methyl-benzoate